N-[4-(3-chloro-4-fluoroanilino)-7-[(3S)-oxolan-3-yl]oxyquinazolin-6-yl]-4-(dimethylamino)but-2-enamide ClC=1C=C(NC2=NC=NC3=CC(=C(C=C23)NC(C=CCN(C)C)=O)O[C@@H]2COCC2)C=CC1F